COC(=O)C1=C(NC(=C1)C)C 2,5-dimethyl-1H-pyrrole-3-carboxylic acid methyl ester